C(C1=CC=CC=C1)N(CC1=CC=CC=C1)CCC1CC1 N,N-dibenzyl-2-cyclopropyl-ethylamine